2-(5-(((1R,4R,5R,6R)-6-fluoro-1,2-dimethyl-2-azabicyclo[2.2.1]heptan-5-yl)oxy)-1,3,4-thiadiazol-2-yl)-5-(1H-imidazol-1-yl)phenol F[C@H]1[C@@H]([C@H]2CN([C@@]1(C2)C)C)OC2=NN=C(S2)C2=C(C=C(C=C2)N2C=NC=C2)O